ClC=1C=C(C#N)C=C(C1)C(C)(C)C1=CC=C(C=C1)OCC1=NC(=NC=C1)N1CCC(CC1)N1CCC(CC1)CN1CCN(CC1)C=1C=C2C(N(C(C2=CC1)=O)C1C(NC(CC1)=O)=O)=O 3-chloro-5-(2-(4-((2-(4-((4-(2-(2,6-dioxopiperidin-3-yl)-1,3-dioxoisoindolin-5-yl)piperazin-1-yl)methyl)-[1,4'-bipiperidin]-1'-yl)pyrimidin-4-yl)methoxy)phenyl)propan-2-yl)benzonitrile